2,3-dihydroxypropyl dihydrogen phosphate P(=O)(OCC(CO)O)(O)O